4,6-difluoro-5-trimethylsilyl-pyridin-2-amine FC1=CC(=NC(=C1[Si](C)(C)C)F)N